F[C@H]1[C@@H](C1)C(=O)N1C2CN(CC1CC2)C=2C=1N(N=CC2)C=C(N1)C1=CC(=NC=C1)OC ((1S,2R)-2-fluorocyclopropyl)(3-(2-(2-methoxypyridin-4-yl)imidazo[1,2-b]pyridazin-8-yl)-3,8-diazabicyclo[3.2.1]oct-8-yl)methanone